C(C)(C)(C)C1=CC(=CC(=C1)C(C)(C)C)C(C)(C)C 1,3,5-tri-tert-butylbenzene